[Mn](=O)(=O)([O-])[O-].[Li+].[Ni+2].[Mg+2].C(=O)(C=C)N1CCOCC1 Acryl-morpholin magnesium nickel lithium manganate